6-propionyl-2H-benzo[b][1,4]oxazin-3(4H)-one C(CC)(=O)C1=CC2=C(OCC(N2)=O)C=C1